tritylhistidylglutamate C(C1=CC=CC=C1)(C1=CC=CC=C1)(C1=CC=CC=C1)N[C@@H](CC1=CNC=N1)C(=O)N[C@@H](CCC(=O)[O-])C(=O)[O-]